C(CCCCCCCCCCC)OP(S)(OCCCCCCCCCCCC)=S di(n-dodecyl)dithiophosphoric acid